OC1=C(C=CC(=O)O)C=C(C=C1)OC 2-hydroxy-5-methoxycinnamic acid